samarium Nickel [Ni].[Sm]